2-methoxy-4-methylphenyl 4-ethoxybenzoate C(C)OC1=CC=C(C(=O)OC2=C(C=C(C=C2)C)OC)C=C1